ClC=1C=C2C(=CC1Cl)NC([C@]21CN(CC1)C(C1=CN=C(C=C1)CO)=O)=O (S)-5,6-dichloro-1'-(6-(hydroxymethyl)nicotinoyl)spiro[indoline-3,3'-pyrrolidin]-2-one